((2-(methylthio)benzyl)oxy)tetrahydro-2H-pyran CSC1=C(COC2OCCCC2)C=CC=C1